N1=CC(=CC=C1)CNC(NC1=CC=C(C=C1)S(=O)(=O)N1[C@@H](CCC1)CN1CCCC1)=O 3-(pyridin-3-ylmethyl)-1-{4-[(2S)-2-(pyrrolidin-1-ylmethyl)pyrrolidine-1-sulfonyl]phenyl}urea